(R)-2-(1-(3-chlorophenyl)-1H-pyrazol-4-yl)-N-(3-(2-fluorocyclopropyl)-1H-pyrazol-5-yl)propanamide ClC=1C=C(C=CC1)N1N=CC(=C1)[C@H](C(=O)NC1=CC(=NN1)C1C(C1)F)C